8-acetyl-7-fluoro-3,6-dimethyl-2-morpholino-quinazolin-4-one C(C)(=O)C=1C(=C(C=C2C(N(C(=NC12)N1CCOCC1)C)=O)C)F